3-(4-((N-cyclopropyl-3-oxo-3,4-dihydro-2H-benzo[b][1,4]oxazine-7-carboxamido)methyl)benzamido)benzoic acid C1(CC1)N(C(=O)C=1C=CC2=C(OCC(N2)=O)C1)CC1=CC=C(C(=O)NC=2C=C(C(=O)O)C=CC2)C=C1